CCCCCCCCCCCCCCCCOC[C@H](COP(=O)(O)OC[C@@H](C(=O)O)N)OC(=O)CCCCCCCCC/C=C\CCCCCCCCCC 1-hexadecyl-2-(11Z-docosenoyl)-glycero-3-phosphoserine